FC1=C(C(=CC=C1)F)C=1N=C(C2=C(N1)CNC2=O)NC=2C=CC(=NC2)CC(=O)OC methyl 2-(5-((2-(2,6-difluorophenyl)-5-oxo-6,7-dihydro-5H-pyrrolo[3,4-d]pyrimidin-4-yl)amino)pyridin-2-yl)acetate